[N+](=O)([O-])C1=CC=C2C3(C(NCC2=C1)=O)CC3 7'-nitro-1'H-spiro[cyclopropane-1,4'-isoquinoline]-3'(2'h)-one